NCCNC(=O)C=1OC(=CC1)C1=CC=C(C=C1)Cl N-(2-aminoethyl)-5-(4-chlorophenyl)furan-2-carboxamide